C(C)(C)(C)OC(=O)N1CC2N(C(C1)C2)C 6-methyl-3,6-diazabicyclo[3.1.1]Heptane-3-carboxylic acid tert-butyl ester